C=CC=C Butenmonoen